4-(2-fluoro-6-methoxyphenyl)-N-(5-((5-(hydroxymethyl)pyridin-2-yl)methoxy)-1,3,4-thiadiazol-2-yl)-6-methylpyridine-3-carboxamide FC1=C(C(=CC=C1)OC)C1=C(C=NC(=C1)C)C(=O)NC=1SC(=NN1)OCC1=NC=C(C=C1)CO